N-(1-cyclobutylethyl)-1-[5-(5-fluoro-2-methoxypyridin-4-yl)-1H-pyrazole-3-carbonyl]piperidine-4-carboxamide C1(CCC1)C(C)NC(=O)C1CCN(CC1)C(=O)C1=NNC(=C1)C1=CC(=NC=C1F)OC